tert-butyl (6-((3-(3-fluorophenyl)-3,8-dimethyl-1,5-dioxo-1,2,3,5-tetrahydroimidazo[1,5-a]pyridin-6-yl)amino)pyrimidin-4-yl)carbamate FC=1C=C(C=CC1)C1(NC(C=2N1C(C(=CC2C)NC2=CC(=NC=N2)NC(OC(C)(C)C)=O)=O)=O)C